OC1=NC=CC(C1O)=O 2,3-dihydroxypyridin-4-one